CC1NC(CC(C1)N(C=1SC2=C(N1)C=CC(=C2)C2=CC1=CN(N=C1C=C2)C)C)C N-(2,6-dimethylpiperidin-4-yl)-N-methyl-6-(2-methyl-2H-indazol-5-yl)-1,3-benzothiazol-2-amine